FC(OC1=CC=C(C=C1)S(=O)(=O)N1CC2=C(C1)CN(C2)C(=O)NCC2=CC(=NO2)C)F 5-[4-(Difluoromethoxy)benzenesulfonyl]-N-[(3-methyl-1,2-oxazol-5-yl)methyl]-1H,2H,3H,4H,5H,6H-pyrrolo[3,4-c]pyrrole-2-carboxamide